ClC=1C(=NC(=NC1)NC1=CC(=CC(=C1)CN1C[C@H](NC2(CC2)C1)C)C1CC1)C1=CNC2=CC(=CC=C12)C (R)-5-chloro-N-(3-cyclopropyl-5-((5-methyl-4,7-diazaspiro[2.5]octane-7-yl)methyl)phenyl)-4-(6-methyl-1H-indol-3-yl)pyrimidine-2-amine